BrC1=C(C=C2C(CC3(CCN(CC3)C(=O)OC(C)(C)C)OC2=C1)=O)F tert-butyl 7-bromo-6-fluoro-4-oxospiro[chroman-2,4'-piperidine]-1'-carboxylate